(2S,4S)-4-fluoro-1-[2-[4-[(8-methoxy-4-quinolinyl)oxy]-1-piperidinyl]acetyl]pyrrolidine-2-carbonitrile F[C@H]1C[C@H](N(C1)C(CN1CCC(CC1)OC1=CC=NC2=C(C=CC=C12)OC)=O)C#N